C(C)C1(NC(N(C(C1)=O)C(CCS(=O)(=O)C)C1=CC(=CC=C1)C(N[C@H]1C[C@@H](OC2=CC=CC=C12)C(F)(F)F)=O)=[NH2+])CC [4,4-diethyl-1-[3-methylsulfonyl-1-[3-[[(2R,4S)-2-(trifluoromethyl)chroman-4-yl]carbamoyl]phenyl]propyl]-6-oxo-hexahydropyrimidin-2-ylidene]ammonium